3-[3-[[ethyl(methyl)sulfamoyl]amino]-2,6-difluoro-benzoyl]-5-(4,4,5,5-tetramethyl-1,3,2-dioxaborolan-2-yl)-1H-pyrrolo[2,3-b]pyridine C(C)N(S(=O)(=O)NC=1C(=C(C(=O)C2=CNC3=NC=C(C=C32)B3OC(C(O3)(C)C)(C)C)C(=CC1)F)F)C